C(C)(C)OC1=C(SC=C1)/C=C/C(=O)OC methyl (E)-3-(3-isopropoxythiophen-2-yl)acrylate